tert-butyl [4-(4,4,5,5-tetramethyl-1,3,2-dioxaborolan-2-yl) pyridin-2-yl]Carbamate CC1(OB(OC1(C)C)C1=CC(=NC=C1)NC(OC(C)(C)C)=O)C